tert-butyl 4-{1-[4-(hydroxymethyl)-3-methoxyphenyl]-2,5,8,11-tetraoxatridecan-13-yl}piperazine-1-carboxylate OCC1=C(C=C(C=C1)COCCOCCOCCOCCN1CCN(CC1)C(=O)OC(C)(C)C)OC